4-Fluoro-7-(2-(4-(6-fluorobenzothiophen-4-yl)piperazin-1-yl)ethyl)-2-oxoquinoline FC1=CC(NC2=CC(=CC=C12)CCN1CCN(CC1)C1=CC(=CC2=C1C=CS2)F)=O